OC=1C=C(C=CC1[N+](=O)[O-])C=C(C#N)C#N 2-[(3-hydroxy-4-nitrophenyl)methylidene]propanedinitrile